S[SiH3] Mercapto-Silan